(S)-6-(((S)-1-((5-(6-azaspiro[3.5]nonan-2-yloxy)-2-methylbenzyl)amino)-1-oxo-4-phenylbutan-2-yl)amino)-5-(((benzyloxy)carbonyl)amino)-6-oxohexanoic acid C1C(CC12CNCCC2)OC=2C=CC(=C(CNC([C@H](CCC1=CC=CC=C1)NC([C@H](CCCC(=O)O)NC(=O)OCC1=CC=CC=C1)=O)=O)C2)C